3-fluoro-N-((1-isopropylpiperidin-4-yl)methyl)-5-((6-(3-methylisoxazol-4-yl)-1-oxoisoquinolin-2(1H)-yl)methyl)benzamide FC=1C=C(C(=O)NCC2CCN(CC2)C(C)C)C=C(C1)CN1C(C2=CC=C(C=C2C=C1)C=1C(=NOC1)C)=O